O(S(=O)(=O)C(F)(F)F)C1=C[C@@H](OC2=C1C=CC=C2)CN([C@H](C)C2=CC=CC1=CC=CC=C21)C(=O)OC(C)(C)C (R)-2-(((tert-Butoxycarbonyl) ((R)-1-(naphthalen-1-yl) ethyl) amino) methyl)-2H-benzopyran-4-yl triflate